heptyl-4-(3-fluoro-4-trifluoromethylbenzylamino)-7-methoxychroman C(CCCCCC)C1OC2=CC(=CC=C2C(C1)NCC1=CC(=C(C=C1)C(F)(F)F)F)OC